FC1=C(C=CC=C1)NC1=NC=NC2=CC(=CC=C12)C1=NNC=C1 N-(2-fluorophenyl)-7-(1H-pyrazol-3-yl)quinazolin-4-amine